C(C)(C)(C)OC(=O)N1C[C@@H](N(CC1)C1=C(C=C(C(=C1)F)Br)F)CO (R)-4-(4-bromo-2,5-difluorophenyl)-3-(hydroxymethyl)piperazine-1-carboxylic acid tert-butyl ester